1-(2-(beta-D-glucopyranosyloxy)-4,6-dihydroxyphenyl)-3-(4-hydroxyphenyl)-propanone [C@@H]1([C@H](O)[C@@H](O)[C@H](O)[C@H](O1)CO)OC1=C(C(=CC(=C1)O)O)CC(CC1=CC=C(C=C1)O)=O